Diethyl (1-phenyl-3-(m-tolyl)-1H-pyrazole-4-carbonyl)-L-valyl-D-glutamate C1(=CC=CC=C1)N1N=C(C(=C1)C(=O)N[C@@H](C(C)C)C(=O)N[C@H](CCC(=O)OCC)C(=O)OCC)C=1C=C(C=CC1)C